(2-naphthyl)triphenylamine C1=C(C=CC2=CC=CC=C12)C1=C(C=CC=C1)N(C1=CC=CC=C1)C1=CC=CC=C1